C(CCCCCCCCCCC)OS(=O)(=O)[O-].[Na+] Natrium dodecylsulfat